RAC-N-(1-(2-(1-(4-(2,6-DIOXOPIPERIDIN-3-YL)-3-FLUOROPHENYL)PIPERIDIN-4-YL)ETHYL)PIPERIDIN-4-YL)-1-(6-(2-HYDROXYPHENYL)PYRIDAZIN-4-YL)-4-METHOXY-N-METHYLPIPERIDINE-4-CARBOXAMIDE O=C1NC(CC[C@@H]1C1=C(C=C(C=C1)N1CCC(CC1)CCN1CCC(CC1)N(C(=O)C1(CCN(CC1)C1=CN=NC(=C1)C1=C(C=CC=C1)O)OC)C)F)=O |r|